NC=1SC(=CN1)CC=1C=C(C(=C(C(=O)O)C1)C)C 5-((2-aminothiazol-5-yl)methyl)-2,3-dimethylbenzoic acid